NC1=NC=2C=CC(=CC2C2=C1N(N=C2)C)C(=O)N([C@H](C)C2=NC=CC=N2)CC=2N=NC(=CC2)OCC 4-amino-N-((6-ethoxy-3-pyridazinyl)methyl)-3-methyl-N-((1R)-1-(2-pyrimidinyl)ethyl)-3H-pyrazolo[3,4-c]quinoline-8-carboxamide